3-hydroxypropyl-5,5-dimethyl-hydantoin OCCCN1C(=O)NC(=O)C1(C)C